tert-butyl (1-(benzo[b]thiophen-3-ylsulfonyl)piperidin-4-yl)carbamate S1C2=C(C(=C1)S(=O)(=O)N1CCC(CC1)NC(OC(C)(C)C)=O)C=CC=C2